(S)-2-[4-chloro-2-(5-pyrazolyl)phenoxy]propionic acid ClC1=CC(=C(O[C@H](C(=O)O)C)C=C1)C1=CC=NN1